C(C1=CC=CC=C1)=C1N=C(OC1=O)C=CC1=CC=C(C=C1)C#N benzylidene-2-(4-cyanostyryl)oxazol-5(4H)-one